4-(methoxy-d3)-2-(piperazin-1-yl)benzonitrile C(OC1=CC(=C(C#N)C=C1)N1CCNCC1)([2H])([2H])[2H]